rel-cis-(3R,4R)-1-(tert-butoxycarbonyl)-3,4-dimethylpyrrolidin-3-carboxylic acid C(C)(C)(C)OC(=O)N1C[C@@]([C@H](C1)C)(C(=O)O)C |o1:9,10|